C(C=C)(=O)NC=1C(=CC(=C(C1)NC1=NC=C(C(=N1)NC1=C(C=CC=C1)C1=NN(C=C1)C)C(=O)OC1CC1)OC)N(C)CCN(C)C Cyclopropyl 2-((5-acrylamido-4-((2-(dimethylamino)ethyl)(methyl) amino)-2-methoxyphenyl)amino)-4-((2-(1-methyl-1H-pyrazol-3-yl)phenyl)amino)pyrimidin-5-carboxylate